tert-butyl 4-(3-((4-((2-ethoxy-2-oxoethyl)carbamoyl)quinolin-6-yl)oxy)propyl)piperazine-1-carboxylate C(C)OC(CNC(=O)C1=CC=NC2=CC=C(C=C12)OCCCN1CCN(CC1)C(=O)OC(C)(C)C)=O